3-(3-Chloro-4-fluorophenyl)-1-(1-(2-(3-hydroxypropyl)-1-oxo-1,2-dihydroisoquinolin-4-yl)ethyl)-1-methylurea ClC=1C=C(C=CC1F)NC(N(C)C(C)C1=CN(C(C2=CC=CC=C12)=O)CCCO)=O